NC=1C(=NC(=CC1)Cl)C(=O)OC(C)C1=C2C=C(N(C(C2=CC(=C1)C)=O)C)C1=CC=CC=C1 1-(2,7-dimethyl-1-oxo-3-phenylisoquinolin-5-yl)ethyl 3-amino-6-chloropyridine-2-carboxylate